tert-butyl (4-(1H-pyrazol-3-yl)cyclohexyl)carbamate N1N=C(C=C1)C1CCC(CC1)NC(OC(C)(C)C)=O